3-cyclohexyl-6-methyl-3,4-dihydroacridine-1,9(2H,10H)-dione C1(CCCCC1)C1CC(C=2C(C3=CC=C(C=C3NC2C1)C)=O)=O